N1=CSC=2NC(NCC21)=O 6,7-dihydro-4H-thiazolo[5,4-d]pyrimidin-5-one